(5-(6-cyclobutyl-7-fluoro-1H-imidazo[4,5-c]pyridin-2-yl)-1H-pyrrol-3-yl)(2-(trifluoromethyl)pyridin-3-yl)methanone C1(CCC1)C1=C(C2=C(C=N1)N=C(N2)C2=CC(=CN2)C(=O)C=2C(=NC=CC2)C(F)(F)F)F